C(CCCCCCCCCCC)SCCCO 3-(dodecylthio)propan-1-ol